C(N)(=N)N1CCC(=CC1)C1=CC=C(C(=O)NC2=CC(=C(C=C2)N2CCN(CC2)C(N)=N)C)C=C1 4-(1-carbamimidoyl-1,2,3,6-tetrahydropyridin-4-yl)-N-(4-(4-carbamimidoylpiperazin-1-yl)-3-methylphenyl)benzamide